FC(C1CCN(CC1)CCOC1CN(CC1)C=1C2=C(N=CN1)OC(=C2)C=2C(NC(NC2)=O)=O)(F)F 5-[4-[3-[2-[4-(Trifluoromethyl)-1-piperidyl]ethoxy]pyrrolidin-1-yl]furo[2,3-d]pyrimidin-6-yl]-1H-pyrimidine-2,4-dione